FC=1C=C(C=C(C1OC1=C2C(=NC=C1)N(C=C2C2(COC2)OC(C)C)COCC[Si](C)(C)C)F)NC(OC2=CC=C(C=C2)[N+](=O)[O-])=O 4-nitrophenyl {3,5-difluoro-4-[(3-{3-[(propan-2-yl)oxy]oxetan-3-yl}-1-{[2-(trimethyl silyl)ethoxy]methyl}-1H-pyrrolo[2,3-b]pyridin-4-yl)oxy]phenyl}carbamate